N-(3-Fluoro-4-(((4-methoxybenzyl)oxy)methyl)phenyl)-3-(5-methyl-6-(methylsulfonamido)pyrazin-2-yl)benzamide FC=1C=C(C=CC1COCC1=CC=C(C=C1)OC)NC(C1=CC(=CC=C1)C1=NC(=C(N=C1)C)NS(=O)(=O)C)=O